BrCC(=C)F (Z)-3-bromo-2-fluoropropene